C[Si](C)(C)P([Si](C)(C)C)[Si](C)(C)C tris(trimethylsilyl)phosphine